(R)-methyl-6-((3,4-difluorophenyl)sulfonyl)-1-(4-fluorophenyl)-4,4a,5,6,7,8-hexahydro-1H-pyrazolo[3,4-g]isoquinoline-4a-carboxylate COC(=O)[C@@]12CC3=C(C=C2CCN(C1)S(=O)(=O)C1=CC(=C(C=C1)F)F)N(N=C3)C3=CC=C(C=C3)F